(2-(2-Chlorophenyl)-1-methyl-4,5,6,7-tetrahydro-1H-benzo[d]imidazol-6-yl)-2-methyl-5,6,7,8-tetrahydroimidazo[1,2-a]pyrazin ClC1=C(C=CC=C1)C1=NC2=C(N1C)CC(CC2)C2=C(N=C1N2CCNC1)C